CC1CC(C1)(C1=NN=CN1C)C=1C=C(C=CC1)N1C(C2=C(C(=C1)C=C)C=C(N2S(=O)(=O)C2=CC=C(C)C=C2)CN2C[C@H](CCC2)C)=O 6-(3-((1s,3R)-3-methyl-1-(4-methyl-4H-1,2,4-triazol-3-yl)cyclobutyl)phenyl)-2-(((S)-3-methylpiperidin-1-yl)methyl)-1-tosyl-4-vinyl-1,6-dihydro-7H-pyrrolo[2,3-c]pyridin-7-one